5-ethyl-8-oxo-5,8-dihydro-[1,3]dioxolo[4,5-g]quinoline-7-carboxylic acid (oxolinate) CCN1C=C(C(=O)C=2C1=CC1=C(C2)OCO1)C(=O)O.C(C)N1C=C(C(C=2C=C3C(=CC12)OCO3)=O)C(=O)O